5-[4-(1,3-dioxolan-2-yl)piperidin-1-yl]-N-[(3S)-2,6-dioxopiperidin-3-yl]pyridine-2-carboxamide O1C(OCC1)C1CCN(CC1)C=1C=CC(=NC1)C(=O)N[C@@H]1C(NC(CC1)=O)=O